FC1=C(C=CC=C1)C1=CC=C(C=C1)C1CCC(CC1)C(F)(F)F 2-fluoro-4'-((1s,4s)-4-(trifluoromethyl)cyclohexyl)-[1,1'-biphenyl]